ClC=1C(=NC(=CC1)OC)C1=NN=C(N1C)C1=NC(=CC=C1Cl)OC 3-chloro-2-[5-(3-chloro-6-methoxy-2-pyridyl)-4-methyl-1,2,4-triazol-3-yl]-6-methoxy-pyridine